CC(CCC=C(C)C)CCO (+/-)-β-citronellol